1-(2-(4-(1-(2,6-dichlorophenyl)azetidin-3-yl)-2-fluorophenyl)propan-2-yl)piperidine-4-carboxylic acid, formic acid salt C(=O)O.ClC1=C(C(=CC=C1)Cl)N1CC(C1)C1=CC(=C(C=C1)C(C)(C)N1CCC(CC1)C(=O)O)F